1-acetyl-N-(4-chlorophenyl)-2-vinylcyclopropane-1-carboxamide C(C)(=O)C1(C(C1)C=C)C(=O)NC1=CC=C(C=C1)Cl